5'-(4-{[trans-4-{[4-(pentafluoro-λ6-sulfanyl)phenyl]amino}cyclohexyl]sulfonyl}phenyl)-1',2'-dihydrospiro[cyclopropane-1,3'-indol]-2'-one FS(C1=CC=C(C=C1)N[C@@H]1CC[C@H](CC1)S(=O)(=O)C1=CC=C(C=C1)C=1C=C2C3(C(NC2=CC1)=O)CC3)(F)(F)(F)F